5-(3,5-dimethylisoxazol-4-yl)-2-methylaniline CC1=NOC(=C1C=1C=CC(=C(N)C1)C)C